C(C1=CC=CC=C1)NC(C(=C)C)=O N-benzylmethacrylamide